Methyl tert-butyl-4-hydroxyphenylpropionate C(C)(C)(C)C(C(=O)OC)(C)C1=CC=C(C=C1)O